4-amino-N'-(3-fluorobicyclo[1.1.1]pentane-1-carbonyl)-N',1-dimethyl-N-[[5-(trifluoromethyl)-2-pyridyl]methyl]pyrazolo[4,3-c]quinoline-8-carbohydrazide NC1=NC=2C=CC(=CC2C2=C1C=NN2C)C(=O)N(N(C)C(=O)C21CC(C2)(C1)F)CC1=NC=C(C=C1)C(F)(F)F